5-(5-(difluoromethyl)-1-methyl-1H-pyrazol-3-yl)-3-(1-(pyridin-4-yl)cyclopropyl)-1,2,4-oxadiazole FC(C1=CC(=NN1C)C1=NC(=NO1)C1(CC1)C1=CC=NC=C1)F